CN1C=NC=2C1=CC=1CCNC(C1C2)=O 1-methyl-7,8-dihydro-6H-imidazo[4,5-g]isoquinolin-5-one